1-(4'-sulfophenyl)-3-methyl-5-pyrazolone S(=O)(=O)(O)C1=CC=C(C=C1)N1N=C(CC1=O)C